N-[4-(8-ethyl-5,8-diazaspiro[2.5]octan-5-yl)-2-(prop-2-enoylamino)phenyl]carbamic acid C(C)N1CCN(CC12CC2)C2=CC(=C(C=C2)NC(O)=O)NC(C=C)=O